(E)-2-cyano-3-(4-(diphenylamino)thiophen-2-yl)acrylic acid C(#N)/C(/C(=O)O)=C\C=1SC=C(C1)N(C1=CC=CC=C1)C1=CC=CC=C1